1,1,1,3,3,3-hexafluoropropan-2-yl (R or S)-1-((1-methyl-1H-pyrazol-5-yl)carbamoyl)-6-azaspiro[2.5]octane-6-carboxylate CN1N=CC=C1NC(=O)[C@@H]1CC12CCN(CC2)C(=O)OC(C(F)(F)F)C(F)(F)F |o1:9|